N-[4-fluoro-5-[2-[rac-(2R,6S)-2,6-dimethylmorpholin-4-yl]pyrimidin-5-yl]-2-[rac-(3S,5R)-3,4,5-trimethylpiperazin-1-yl]phenyl]-6-oxo-4-(trifluoromethyl)-1H-pyridine-3-carboxamide FC1=CC(=C(C=C1C=1C=NC(=NC1)N1C[C@H](O[C@H](C1)C)C)NC(=O)C1=CNC(C=C1C(F)(F)F)=O)N1C[C@@H](N([C@@H](C1)C)C)C |r|